C1(CCCC1)NC1=CC=C(C=C1)C1C(CC2C(N1C(=O)C=1C=NC=NC1)CCC2)C(=O)NC2=CC(=C(C=C2)C)C(F)(F)F cis-2-(4-(cyclopentylamino)phenyl)-N-(4-methyl-3-(trifluoromethyl)-phenyl)-1-(pyrimidine-5-carbonyl)octahydro-1H-cyclopenta[b]pyridine-3-carboxamide